NCC1(CN(C1)C1=C(C(=C(C(=N1)SC(C(=O)N)C1=CC=CC=C1)C#N)CC)C#N)F 2-((6-(3-(aminomethyl)-3-fluoroazetidin-1-yl)-3,5-dicyano-4-ethylpyridin-2-yl)thio)-2-phenylacetamide